tert-butyl 3-(4-(3-(4-chlorobenzyl)ureido)phenyl)pyrrolidine-1-carboxylate ClC1=CC=C(CNC(NC2=CC=C(C=C2)C2CN(CC2)C(=O)OC(C)(C)C)=O)C=C1